C(CCCCCCC)O Octanol